3-(3',5'-dimethyl-4'-hydroxyphenyl)propionic acid hydrazide CC=1C=C(C=C(C1O)C)CCC(=O)NN